C(C)(C)(C)[Co] t-butylcobalt